BrC1=CC=C(C=C1)C(/C=C/C1=CC=C(OCC(=O)O)C=C1)=O 2-[4-[(E)-3-(4-Bromophenyl)-3-oxoprop-1-enyl]phenoxy]acetic acid